CCCCCCCCC=CCC=CCCCCC octadecane-9,12-diene